3-(4-(3-(2-(4-((3-Benzyl-9-methyl-4H,6H-thieno[2,3-e][1,2,4]triazolo[3,4-c][1,4]oxazepin-2-yl)ethynyl)-1H-pyrazol-1-yl)ethoxy)propyl)-1-oxoisoindolin-2-yl)piperidin-2,6-dion C(C1=CC=CC=C1)C1=C(SC=2N3C(COCC21)=NN=C3C)C#CC=3C=NN(C3)CCOCCCC3=C2CN(C(C2=CC=C3)=O)C3C(NC(CC3)=O)=O